5-(4-fluoro-benzoyl)-pyridin FC1=CC=C(C(=O)C=2C=CC=NC2)C=C1